Didodecylamine phosphate P(=O)(O)(O)O.C(CCCCCCCCCCC)NCCCCCCCCCCCC